(5'S,7a'R)-5'-(pyrazin-2-yl)-3-{[2-(trifluoromethyl)pyridin-3-yl]methoxy}tetrahydro-3'H-spiro[cyclobutane-1,2'-pyrrolo[2,1-b][1,3]oxazol]-3'-one N1=C(C=NC=C1)[C@@H]1CC[C@H]2OC3(C(N21)=O)CC(C3)OCC=3C(=NC=CC3)C(F)(F)F